C(#N)C=1C=C(C=CC1)C=1N=C(SC1C1=CC(=NC(=C1)C)C)NC(=O)N1CC(C1)C(C)(C)O N-[4-(3-cyanophenyl)-5-(2,6-dimethyl-4-pyridyl)thiazol-2-yl]-3-(1-hydroxy-1-methylethyl)azetidine-1-carboxamide